[C@@H]1(CC\C=C\CCC1)O (1R,4E)-cycloocta-4-en-1-ol